COC(CS(=O)(=O)[O-])CCCCCCCC β-methoxydecanesulfonate